2-(6-{5-chloro-2-[(oxan-4-yl)amino]pyrimidin-4-yl}-4-fluoro-1-oxo-2,3-dihydro-1H-isoindol-2-yl)-N-[(1S)-2-hydroxy-1-(3-methylphenyl)ethyl]acetamide ClC=1C(=NC(=NC1)NC1CCOCC1)C1=CC(=C2CN(C(C2=C1)=O)CC(=O)N[C@H](CO)C1=CC(=CC=C1)C)F